Tert-butyl ((2-mercaptobenzo[d]thiazol-6-yl)methyl)carbamate SC=1SC2=C(N1)C=CC(=C2)CNC(OC(C)(C)C)=O